dihydroquinazolin-4(1H)-one N1CNC(C2=CC=CC=C12)=O